C1(=CC=CC=C1)N(C1=CC=C(C=C1)C)C1=CC=CC=C1 diphenyl-(p-Tolyl)amine